2,6-dimorpholinopyrimidin O1CCN(CC1)C1=NC(=CC=N1)N1CCOCC1